1-methyl-7-(1-methyl-1H-pyrazol-4-yl)-5-(4-(trifluoromethyl)phenyl)-1,5-dihydro-4H-imidazo[4,5-c]pyridin-4-one CN1C=NC=2C(N(C=C(C21)C=2C=NN(C2)C)C2=CC=C(C=C2)C(F)(F)F)=O